lithium naphthoate C1(=CC=CC2=CC=CC=C12)C(=O)[O-].[Li+]